C(C)(C)(C)C(C(=O)[O-])(C)CCCCCCCCCC.[Mg+2].C(C)(C)(C)C(C(=O)[O-])(C)CCCCCCCCCC magnesium 2-(tert-butyl)-2-decylpropanate